(M)-6-fluoro-7-(2-fluoro-6-hydroxyphenyl)-1-(4-methyl-2-(2-propanyl)-3-pyridinyl)-4-(4-(2-propenoyl)-1-piperazinyl)pyrido[2,3-d]pyrimidin-2(1H)-one FC1=CC2=C(N(C(N=C2N2CCN(CC2)C(C=C)=O)=O)C=2C(=NC=CC2C)C(C)C)N=C1C1=C(C=CC=C1O)F